Cl.NCCC(=O)NCC(CNC(C1=C(C=C(C=C1)NC=1C=2N(C=CN1)C(=CN2)C2=C(C(=C(C=C2)OC)F)F)CC)=O)O N-[3-(3-aminopropanoylamino)-2-hydroxy-propyl]-4-[[3-(2,3-difluoro-4-methoxy-phenyl)imidazo[1,2-a]pyrazin-8-yl]amino]-2-ethyl-benzamide hydrochloride